[Ir].C(C)C1(C=CC=C1)C1=CCCC=CCC1 (ethylcyclopentadienyl)(1,5-cyclooctadiene) iridium